(S)-(4-chlorophenyl)(3-(3-cyclopropyl-1,2,4-thiadiazol-5-yl)-8-(methoxymethyl)-5,6-dihydro-[1,2,4]triazolo[4,3-a]pyrazin-7(8H)-yl)methanone ClC1=CC=C(C=C1)C(=O)N1[C@@H](C=2N(CC1)C(=NN2)C2=NC(=NS2)C2CC2)COC